N-(1-methylethylidene)-3-(methyldiethoxysilyl)-1-propylamine CC(C)=NCCC[Si](OCC)(OCC)C